(Z)-2-(6-bromo-1H-indol-3-yl)-3-(4-methoxypyridin-3-yl)acrylonitrile BrC1=CC=C2C(=CNC2=C1)/C(/C#N)=C/C=1C=NC=CC1OC